N[C@@H](C(=O)NC1=CC=C(C=C1)C1=NN(C=C1)C)CCO[Si](C1=CC=CC=C1)(C1=CC=CC=C1)C(C)(C)C (R)-2-Amino-4-((tert-butyldiphenylsilyl)oxy)-N-(4-(1-methyl-1H-pyrazol-3-yl)phenyl)butanamide